The molecule is a hexadecenoyl-CoA that results from the formal condensation of the thiol group of coenzyme A with the carboxy group of (14Z)-hexadecenoic acid. It is a conjugate acid of a (14Z)-hexadecenoyl-CoA(4-). C/C=C\\CCCCCCCCCCCCC(=O)SCCNC(=O)CCNC(=O)[C@@H](C(C)(C)COP(=O)(O)OP(=O)(O)OC[C@@H]1[C@H]([C@H]([C@@H](O1)N2C=NC3=C(N=CN=C32)N)O)OP(=O)(O)O)O